(5Z)-5-(1H-Indazol-5-ylmethylene)-3-methyl-2-[[2-(trifluoromethyl)phenyl]methylamino]imidazol-4-one N1N=CC2=CC(=CC=C12)\C=C/1\C(N(C(=N1)NCC1=C(C=CC=C1)C(F)(F)F)C)=O